tert-butyl ((4-(N-sulfamoylcarbamimidoyl)thiophen-2-yl)methyl)carbamate S(N)(=O)(=O)NC(=N)C=1C=C(SC1)CNC(OC(C)(C)C)=O